5-((2S)-1-benzyl-4-hydroxy-2-phenylpiperidin-4-yl)-2-(2,6-dioxopiperidin-3-yl)isoindoline-1,3-dione C(C1=CC=CC=C1)N1[C@@H](CC(CC1)(O)C=1C=C2C(N(C(C2=CC1)=O)C1C(NC(CC1)=O)=O)=O)C1=CC=CC=C1